5-ethynyl-4,6-difluoro-N-methylbenzo[d]Oxazol-2-amine C(#C)C=1C(=CC2=C(N=C(O2)NC)C1F)F